BrC=1C=CC2=C(C=3N=CN=C(C3N2CC(F)(F)F)Cl)N1 8-Bromo-4-chloro-5-(2,2,2-trifluoroethyl)-5H-pyrido[2',3':4,5]pyrrolo[3,2-d]pyrimidine